(1R,3S,5R)-2-(2-(3-acetyl-5-(2-methoxypyrimidin-5-yl)-1H-indol-1-yl)acetyl)-N-(6-bromopyridin-2-yl)-2-azabicyclo[3.1.0]hexane-3-carboxamide C(C)(=O)C1=CN(C2=CC=C(C=C12)C=1C=NC(=NC1)OC)CC(=O)N1[C@@H]2C[C@@H]2C[C@H]1C(=O)NC1=NC(=CC=C1)Br